N1(N=CC2=CC=CC=C12)C1CN(CCC1)C1=CC(=NC(=N1)N)NC 6-(3-(1H-indazol-1-yl)piperidin-1-yl)-N4-methylpyrimidine-2,4-diamine